The molecule is a peroxol (hydroperoxide) derived from (R)-limonene. It has a role as an allergen and a hapten. It derives from a hydride of a (4R)-limonene. CC1CC[C@H](CC1OO)C(=C)C